N,N,N',N'-Tetrakis(2-Hydroxy-propyl)ethylenediamine OC(CN(CCN(CC(C)O)CC(C)O)CC(C)O)C